BrC=1C(=C(C=CC1)C1=CC(=NO1)N1CCN(CC1)C(=O)OC(C)(C)C)O tert-butyl 4-(5-(3-bromo-2-hydroxyphenyl)isoxazol-3-yl)piperazine-1-carboxylate